3-chloro-N-methyl-2-nitro-5-(trifluoromethyl)aniline ClC=1C(=C(NC)C=C(C1)C(F)(F)F)[N+](=O)[O-]